5-{2-[(3-exo)-9-azabicyclo[3.3.1]non-3-yl-(methyl)amino][1,3]thiazolo[5,4-b]pyridin-5-yl}-2-methyl-2H-indazole-7-carbonitrile hydrochloride Cl.C12CC(CC(CCC1)N2)N(C=2SC1=NC(=CC=C1N2)C2=CC1=CN(N=C1C(=C2)C#N)C)C